Cl.Cl.CC1=NC2=CC=C(C=C2C(=C1)N[C@H](C)C1=C(C(=CC=C1)C(F)(F)F)C)N1CCNCC1 (R)-2-methyl-N-(1-(2-methyl-3-(trifluoromethyl)phenyl)ethyl)-6-(piperazin-1-yl)quinolin-4-amine dihydrochloride